N-hydroxy-3-oxo-4-(2-((trifluoromethyl)thio)benzyl)-3,4-dihydro-2H-benzo[b][1,4]oxazine-6-carboxamide ONC(=O)C1=CC2=C(OCC(N2CC2=C(C=CC=C2)SC(F)(F)F)=O)C=C1